3-boronophenyl-acetic acid B(O)(O)C=1C=C(C=CC1)CC(=O)O